C([C@H]([C@H]([C@H]([C@@H](C(=O)COP(=O)([O-])[O-])O)O)O)O)OP(=O)([O-])[O-] The molecule is a quadruply-charged organophosphate oxoanion arising from deprotonation of the phosphate OH groups of sedoheptulose 1,7-bisphosphate; major species at pH 7.3. It has a role as a human metabolite and a Saccharomyces cerevisiae metabolite. It is a conjugate base of a sedoheptulose 1,7-bisphosphate.